methyl 2-methyl-2-(piperidin-4-yl)propanoate Hydrochloride Cl.CC(C(=O)OC)(C)C1CCNCC1